Methyl 4-amino-3-((2-(difluoromethoxy)ethyl)amino)benzoate NC1=C(C=C(C(=O)OC)C=C1)NCCOC(F)F